FC(C1=C(C=CC=C1)C1=NOC(=N1)[C@H]1[C@@H](C1)C1=CC=C(C=C1)S(=O)(=O)N)(F)F 4-[(1R,2R)-2-{3-[2-(trifluoromethyl)phenyl]-1,2,4-oxadiazol-5-yl}cyclopropyl]benzenesulfonamide